N4-(3-chloro-2-fluorophenyl)-7-(((1R,5S,6s)-3-methyl-3-azabicyclo[3.1.0]hexan-6-yl)ethynyl)-quinazoline-4,6-diamine ClC=1C(=C(C=CC1)NC1=NC=NC2=CC(=C(C=C12)N)C#CC1[C@@H]2CN(C[C@H]12)C)F